BrC1=C(C=CC=C1[N+](=O)[O-])NC(C=CC1=CC=CC=C1)=O N-(2-Bromo-nitrophenyl)cinnamamide